(((9H-fluoren-9-yl)methoxy)carbonyl)-O-(difluoromethyl)-L-serine C1=CC=CC=2C3=CC=CC=C3C(C12)COC(=O)N[C@@H](COC(F)F)C(=O)O